tert-Butyl N-[[2-benzyloxy-2-(trifluoromethyl)hex-5-enoyl]amino]carbamate C(C1=CC=CC=C1)OC(C(=O)NNC(OC(C)(C)C)=O)(CCC=C)C(F)(F)F